methyl (R)-4-(4-(bis(4-fluorophenyl)methyl)-2-(hydroxymethyl)piperazin-1-yl)-6-bromo-1-methyl-2-oxo-1,2-dihydro-1,5-naphthyridine-3-carboxylate FC1=CC=C(C=C1)C(N1C[C@@H](N(CC1)C1=C(C(N(C2=CC=C(N=C12)Br)C)=O)C(=O)OC)CO)C1=CC=C(C=C1)F